(2-Butoxy-ethoxy)-acetic acid 7-[4-(4-benzo[b]thiophen-4-ylpiperazin-1-yl)butoxy]-4,4-dimethyl-2-oxo-3,4-dihydro-2H-quinolin-1-ylmethyl ester S1C2=C(C=C1)C(=CC=C2)N2CCN(CC2)CCCCOC2=CC=C1C(CC(N(C1=C2)COC(COCCOCCCC)=O)=O)(C)C